7-(2-(4-(6-fluoro-2,3-dihydrobenzofuran-4-yl)piperazin-1-yl)ethyl)-3,4-dihydroquinolin-2(1H)-one-3,4-d2 FC1=CC2=C(CCO2)C(=C1)N1CCN(CC1)CCC1=CC=C2C(C(C(NC2=C1)=O)[2H])[2H]